OC1=C(C=C(C=C1)/C=C/C(=O)C1=CC=C(C=C1)C1=CC=C(O1)C(=O)O)OC 5-[4-[(E)-3-(4-Hydroxy-3-methoxyphenyl)prop-2-enoyl]phenyl]furan-2-carboxylic acid